(E)-3-(2-methoxyphenyl)prop-2-en-1-ol COC1=C(C=CC=C1)/C=C/CO